6-[(7R)-4-azaspiro[2.5]octan-7-yl]-2-(8-fluoro-2-methyl-imidazo[1,2-a]pyridin-6-yl)pyrido[4,3-d]pyrimidin-5-one C1CC12NCC[C@H](C2)N2C(C1=C(N=C(N=C1)C=1C=C(C=3N(C1)C=C(N3)C)F)C=C2)=O